1-(4-Methyl-4'-(3-(4-methylpiperazin-1-yl)propyl)-[1,1'-biphenyl]-3-yl)-1-propylthiourea CC1=C(C=C(C=C1)C1=CC=C(C=C1)CCCN1CCN(CC1)C)N(C(=S)N)CCC